4-tert-butyl-3-(9H-fluoren-9-yl)methyl-(4S)-2,2-dioxo-1,2lambda6,3-oxathiazolidine C(C)(C)(C)[C@@H]1N(S(OC1)(=O)=O)CC1C2=CC=CC=C2C=2C=CC=CC12